C(C)(C)OC1=C(C=CC=C1)C(C#N)N[C@H](C)C1=CC=C(C=C1)OC 2-(2-isopropoxyphenyl)-2-{[(1R)-1-(4-methoxyphenyl)ethyl]amino}acetonitrile